CN(C(OC(C)(C)C)=O)C1CCC(CC1)C1=CC=CC=2N(CCOC21)[C@@H]2C(NC(CC2)=O)=O tert-butyl N-methyl-N-[4-[4-[(3S)-2,6-dioxo-3-piperidyl]-2,3-dihydro-1,4-benzoxazin-8-yl]cyclohexyl]carbamate